2-(4-chlorophenyl)pyrrolidine ClC1=CC=C(C=C1)C1NCCC1